NC1=NC(=NN1S(=O)(=O)C1=CC=CC2=CC(=CC=C12)CC#N)NC1=CC=C(C#N)C=C1 4-[[5-amino-1-[[6-(cyanomethyl)-1-naphthyl]-sulfonyl]-1,2,4-triazol-3-yl]amino]benzonitrile